(S)-6-fluoro-1-(2-isopropyl-4-methylpyridin-3-yl)-4-(2-methylpiperazin-1-yl)-7-(2-(methylthio)pyridin-3-yl)pyrido[2,3-d]pyrimidin-2(1H)-one trifluoroacetate FC(C(=O)O)(F)F.FC1=CC2=C(N(C(N=C2N2[C@H](CNCC2)C)=O)C=2C(=NC=CC2C)C(C)C)N=C1C=1C(=NC=CC1)SC